FC(C(C(C(F)(F)F)Cl)Cl)(F)F 1,1,1,4,4,4-hexafluoro-2,3-dichlorobutane